2'-chloro-N-(5-chloro-6-(2H-1,2,3-triazol-2-yl)pyridin-3-yl)-2-ethynyl-4'-fluoro-5-methyl-[1,1'-biphenyl]-4-carboxamide ClC1=C(C=CC(=C1)F)C1=C(C=C(C(=C1)C)C(=O)NC=1C=NC(=C(C1)Cl)N1N=CC=N1)C#C